3-(2,6-dihydroxyphenyl)-2-propenoic acid OC1=C(C(=CC=C1)O)C=CC(=O)O